C(C)(=O)OC1CC(C2=NC=CC=C21)(C2=CC(=CC=C2)B2OC(C(O2)(C)C)(C)C)O 7-Hydroxy-7-(3-(4,4,5,5-tetramethyl-1,3,2-dioxaborolan-2-yl)phenyl)-6,7-dihydro-5H-cyclopenta[b]pyridin-5-yl acetate